P(O)(=O)(OP(=O)(O)OP(=O)(O)O)OC[C@@H]1[C@H]([C@H]([C@@H](O1)C1=C(NC(=O)NC1=O)C(F)(F)F)O)O 6-trifluoromethyl-pseudouridine triphosphate